C(C1=CC=CC=C1)OC(=O)N[C@@H](C)C(=O)N[C@@H](C)C(=O)N[C@@H](CC(=O)N)C(=O)N[C@@H](CCN(C(CO)=O)[C@H](C(C)(C)C)C=1N(C=C(C1)C1=C(C=CC(=C1)F)F)CC1=CC=CC=C1)C(=O)O N-[(benzyloxy)carbonyl]-L-alanyl-L-alanyl-N1-{(1S)-3-[{(1R)-1-[1-benzyl-4-(2,5-difluorophenyl)-1H-pyrrol-2-yl]-2,2-dimethylpropyl}(glycoloyl)amino]-1-carboxypropyl}-L-aspartamide